C(CCC)C=1C(CCCC1)=O 2-n-butylcyclohexenone